[2-(3,6-dibromo-9H-carbazole-9-yl)ethyl]phosphonic acid BrC=1C=CC=2N(C3=CC=C(C=C3C2C1)Br)CCP(O)(O)=O